FC(S(=O)(=O)[N-]S(=O)(=O)C(F)(F)F)(F)F.[Cs+] cesium bis(trifluoromethylsulfonyl)amide